2-(benzyloxy)-4-methoxy-6-nonylpyridine C(C1=CC=CC=C1)OC1=NC(=CC(=C1)OC)CCCCCCCCC